FC1(CCN(CC1)C(=O)C=1C=C2C(=NC1)N(C=C2)C=2C=C(C=NC2)C(C#N)(C)C)F 2-(5-(5-(4,4-difluoropiperidin-1-carbonyl)-1H-pyrrolo[2,3-b]pyridin-1-yl)pyridin-3-yl)-2-methylpropanenitrile